1-(bicyclo[1.1.1]pentan-1-yl)-4-(2-fluoro-4-(2H-1,2,3-triazol-2-yl)benzyl)piperazine-2,3-dione C12(CC(C1)C2)N2C(C(N(CC2)CC2=C(C=C(C=C2)N2N=CC=N2)F)=O)=O